BrC1=CC(=C(C=C1)N1C(C=CC2=CC(=CC=C12)S(=O)(=O)OC1=C(C(=C(C(=C1F)F)F)F)F)=O)OC perfluorophenyl (M)-1-(4-bromo-2-methoxyphenyl)-2-oxo-1,2-dihydroquinoline-6-sulfonate